3-Methyl-5-(2-methylpiperazin-1-yl)-2,3-dihydro-1,4-benzodioxine CC1OC2=C(OC1)C=CC=C2N2C(CNCC2)C